methyl 5-bromo-6-(methoxymethoxy)benzothiophene-2-carboxylate BrC=1C(=CC2=C(C=C(S2)C(=O)OC)C1)OCOC